2-(3-(4-chloropyridin-2-yl)phenyl)-4,6-diphenyl-1,3,5-triazine ClC1=CC(=NC=C1)C=1C=C(C=CC1)C1=NC(=NC(=N1)C1=CC=CC=C1)C1=CC=CC=C1